5-chloro-N-[(4-cyclopropanesulfonamidopyridin-2-yl)methyl]-6-methylpyrazine-2-carboxamide ClC=1N=CC(=NC1C)C(=O)NCC1=NC=CC(=C1)NS(=O)(=O)C1CC1